glucosyl-(1→6)-glucosyl-(1→6)-glucose C1([C@H](O)[C@@H](O)[C@H](O)[C@H](O1)CO)OC[C@@H]1[C@H]([C@@H]([C@H](C(O1)OC[C@H]([C@H]([C@@H]([C@H](C=O)O)O)O)O)O)O)O